tert-butyl 3-(6-bromobenzo[d]thiazol-2-yl)-2-((tert-butoxycarbonyl)(2-methoxy-2-oxoethyl)amino)-4,7-dihydrothieno[2,3-c]pyridine-6(5H)carboxylate BrC1=CC2=C(N=C(S2)C2=C(SC=3CN(CCC32)C(=O)OC(C)(C)C)N(CC(=O)OC)C(=O)OC(C)(C)C)C=C1